N-[(1E)-(3-bromo-5-fluorophenyl)methylene]-2,2-Dimethylpropanamide BrC=1C=C(C=C(C1)F)\C=N\C(C(C)(C)C)=O